NC=1C=CC(=C2CCCC12)OC=1N=C(SC1C1=NC(=NC=C1)N[C@@H]1CN(C[C@H](C1)F)C(=O)OC(C)(C)C)C tert-butyl (3S,5S)-3-[[4-[4-(7-aminoindan-4-yl)oxy-2-methyl-thiazol-5-yl]pyrimidin-2-yl]amino]-5-fluoro-piperidine-1-carboxylate